3-(tert-butyl)-N-(6-methyl-5-(1-methyl-7-(methylsulfonyl)-2-oxo-1,2-dihydropyrimido[4,5-d]pyrimidin-3(4H)-yl)pyridin-3-yl)benzamide C(C)(C)(C)C=1C=C(C(=O)NC=2C=NC(=C(C2)N2C(N(C3=NC(=NC=C3C2)S(=O)(=O)C)C)=O)C)C=CC1